C(C1=CC=CC=C1)N1CCC(CC1)OC(C(=O)N1[C@H](C2=CC=CC=C2CC1)C1=CC=C(C=C1)F)(C)C (S)-2-(1-benzylpiperidin-4-yloxy)-1-(1-(4-fluorobenzene-yl)-3,4-dihydroisoquinolin-2(1H)-yl)-2-methylpropan-1-one